(Z)-3-amino-2-nitropropylene NCC(=C)[N+](=O)[O-]